N-(ethylaminosulfonyl)-3-fluoro-4-[[5-(2-fluoro-4-methyl-anilino)-4-methyl-3-pyridinyl]methyl]pyridin-2-amine C(C)NS(=O)(=O)NC1=NC=CC(=C1F)CC=1C=NC=C(C1C)NC1=C(C=C(C=C1)C)F